2-{1-[(±)-2-cyclopropyl-2-hydroxypropyl]-3-(4-fluorophenyl)-4-methyl-1H-pyrazol-5-yl}-1H-isoindole-1,3(2H)-dione C1(CC1)[C@@](CN1N=C(C(=C1N1C(C2=CC=CC=C2C1=O)=O)C)C1=CC=C(C=C1)F)(C)O |r|